ClC1=C(C(=NN1CC1=CC(=CC(=C1)F)F)C(=O)OCC)C=O ethyl 5-chloro-1-(3,5-difluorobenzyl)-4-formyl-1H-pyrazole-3-carboxylate